[C@H]1([C@H](O)[C@@H](O)[C@@H](O)[C@H](O1)CO)C(=O)[C@H](O)[C@@H](O)[C@H](O)[C@H](O)CO α-galactosylglucose